CC1=C(OCC(=O)O)C=CC(=C1)OC\C=C(/C1=CC=C(C=C1)C#CCN1CCOCC1)\C1=CC=C(C=C1)C (Z)-[2-Methyl-4-[3-(4-methylphenyl)-3-[4-[3-(morpholin-4-yl)propynyl]phenyl]allyloxy]-phenoxy]acetic acid